NC1=CC(=C(C#N)C=C1N)N1CCN(CC1)C 4,5-diamino-2-(4-methylpiperazin-1-yl)benzonitrile